NC1=C2C(=NC=N1)N(N=C2C2=CC=C(C=C2)OC2=CC=CC=C2)C2CCN(CC2)CC2=CC=C(N=N2)C2C(NC(CC2)=O)=O 3-(6-((4-(4-amino-3-(4-phenoxyphenyl)-1H-pyrazolo[3,4-d]pyrimidin-1-yl)piperidin-1-yl)methyl)pyridazin-3-yl)piperidine-2,6-dione